C(C)OC1=C(C=CC=C1C)C1=CC=CC=C1 ethoxy-3-methyl-[1,1'-biphenyl]